NC1=CC=C2C(=CC(NC2=C1)=O)C(F)(F)F 7-amino-4-(trifluoromethyl)quinolin-2(1H)-one